2-chloro-7,7-dimethyl-7,8-dihydro-5H-pyrano[4,3-b]pyridine ClC1=CC=C2C(=N1)CC(OC2)(C)C